CCCCCC\C=C\CCCCCC (E)-tetradec-7-ene